2-(1-(Cyclopropylmethyl)-7-(1-(3-hydroxypropionyl)piperidin-4-yl)-1H-indol-2-yl)-3-methylpyrazolo[1,5-a]pyridine-6-carboxylic acid C1(CC1)CN1C(=CC2=CC=CC(=C12)C1CCN(CC1)C(CCO)=O)C1=NN2C(C=CC(=C2)C(=O)O)=C1C